C(C)(C)OC([C@H](CCC(C=[N+]=[N-])=O)NC([C@H](CC1=CNC2=CC=CC=C12)NC(C)=O)=O)=O.C1(=CC=CC2=CC=CC=C12)OC1=CC=CC2=CC=CC=C12 1-(1-naphthoxy)naphthalene isopropyl-(S)-2-((S)-2-acetamido-3-(1H-indol-3-yl)propanamido)-6-diazo-5-oxohexanoate